N=1N=CN(C1)[C@@H]1CN(CC1)C(=O)N1CC(C1)CNS(=O)(=O)C1=CC(=CC=C1)C(F)(F)F N-[[1-[(3S)-3-(1,2,4-Triazol-4-yl)pyrrolidine-1-carbonyl]azetidin-3-yl]methyl]-3-(trifluoromethyl)benzenesulfonamide